2-[7-[cis-3-(hydroxymethyl)-3-methylcyclobutyl]-7H-pyrrolo[2,3-c]pyridazin-3-yl]-3-methyl-5-(trifluoromethyl)phenol OCC1(CC(C1)N1C=CC2=C1N=NC(=C2)C2=C(C=C(C=C2C)C(F)(F)F)O)C